tolylmethanimine C1(=C(C=CC=C1)C=N)C